2-(4-((1R,5R)-bicyclo[3.1.0]hexan-1-yl)-5-chloro-2-methylphenyl)-4-oxo-1,4-dihydro-1,6-naphthyridine-5-carboxamide [C@@]12(CCC[C@@H]2C1)C1=CC(=C(C=C1Cl)C=1NC=2C=CN=C(C2C(C1)=O)C(=O)N)C